NC1CN(CCC1)C1=C2C(=NC=C1)N(C(=N2)C2=CC(=C(C#N)C=C2)F)C2=C(C=C(C=C2)C)F 4-(7-(3-Aminopiperidin-1-yl)-3-(2-fluoro-4-methylphenyl)-3H-imidazo[4,5-b]pyridin-2-yl)-2-fluorobenzonitrile